methyl 2-methoxy-6-(piperidin-1-yl)nicotinate COC1=C(C(=O)OC)C=CC(=N1)N1CCCCC1